4-amino-N-(2-aminophenyl)benzamide NC1=CC=C(C(=O)NC2=C(C=CC=C2)N)C=C1